6-chloro-5-fluoro-1H-indole-3-sulfonyl chloride ClC1=C(C=C2C(=CNC2=C1)S(=O)(=O)Cl)F